C(=O)O.N1C=CC=2C1=NC=CC2SC=2C(N(C(=NC2)N2CCC1([C@@H]([C@@H](OC1)C)N)CC2)C)=O 5-((1H-pyrrolo[2,3-b]pyridin-4-yl)thio)-2-((3S,4S)-4-amino-3-methyl-2-oxa-8-azaspiro[4.5]decan-8-yl)-3-methylpyrimidin-4(3H)-one formate